tert-butyl (2-((3-methoxy-6-((5-(5-methyl-1H-pyrazol-1-yl)-1,3,4-thiadiazol-2-yl)carbamoyl)-2-oxo-2H-pyran-4-yl)amino)ethyl)carbamate COC=1C(OC(=CC1NCCNC(OC(C)(C)C)=O)C(NC=1SC(=NN1)N1N=CC=C1C)=O)=O